ClC1=C(C(=C2C=NN(C2=C1)C1OCCCC1)B1OC(C(O1)(C)C)(C)C)\C=C/C (Z)-6-chloro-5-(prop-1-en-1-yl)-1-(tetrahydro-2H-pyran-2-yl)-4-(4,4,5,5-tetramethyl-1,3,2-dioxaborolan-2-yl)-1H-indazole